2'-chloro-N-(5-(((3R,3aS,6aR)-hexahydrofuro[2,3-b]furan-3-yl)oxy)-1,3,4-thiadiazol-2-yl)-5'-methoxy-6-methyl-[4,4'-bipyridine]-3-carboxamide ClC1=NC=C(C(=C1)C1=C(C=NC(=C1)C)C(=O)NC=1SC(=NN1)O[C@H]1CO[C@H]2OCC[C@H]21)OC